C1(CCCC1)N1C(CN(C=2C(N[C@](NC12)(N)NC=1C=C2C=CN(C2=CC1OC)S(=O)(=O)C(C)C)=O)C)CC (R)-8-cyclopentyl-7-ethyl-2-{[1-(isopropylsulfonyl)-6-methoxyindol-5-yl]amino}-5-methyl-7,8-dihydropterin